((5-(4-fluorophenyl)thiophen-2-yl)methyl)furan-2-carboxamide FC1=CC=C(C=C1)C1=CC=C(S1)CC1=C(OC=C1)C(=O)N